ClC=1N=NC(=C(C1C(CCC)O)C)Cl (3,6-dichloro-5-methylpyridazin-4-yl)butan-1-ol